N-((1r,4r)-4-((3-(6-(azetidin-3-ylmethoxy)pyridin-3-yl)-2-oxo-2,3-dihydro-1H-benzo[d]imidazol-1-yl)methyl)cyclohexyl)-5-chloro-2-methylnicotinamide N1CC(C1)COC1=CC=C(C=N1)N1C(N(C2=C1C=CC=C2)CC2CCC(CC2)NC(C2=C(N=CC(=C2)Cl)C)=O)=O